CC1=CC=C(C(=O)OC[C@]2(O[C@H](C[C@@H]2OC(C2=CC=C(C=C2)C)=O)N2C3=NC(=NC(=C3N=C2)NC2CC2)F)CC)C=C1 [(2R,3S,5R)-5-[6-(cyclopropylamino)-2-fluoro-purin-9-yl]-2-ethyl-3-(4-methylbenzoyl)oxy-tetrahydrofuran-2-yl]methyl 4-methylbenzoate